(S)-2-(tert-butoxycarbonyl(2-(1-(3-chloro-5-fluoro-2-((4-methoxyphenoxy)methyl)phenyl)ethylamino)ethyl)amino)acetic acid C(C)(C)(C)OC(=O)N(CC(=O)O)CCN[C@@H](C)C1=C(C(=CC(=C1)F)Cl)COC1=CC=C(C=C1)OC